2-(2,2,2-trifluoro-1-methoxyethyl)isonicotinic acid FC(C(OC)C=1C=C(C(=O)O)C=CN1)(F)F